[OH-].C(C)(C)(C)C1=C(C=CC=C1)[S+](C1=C(C=CC=C1)C(C)(C)C)C1=C(C=CC=C1)C(C)(C)C tris(t-butylphenyl)sulfonium hydroxide